FC(C)(F)C1=NC=CC(=N1)O 2-(1,1-difluoroethyl)pyrimidin-4-ol